C(CCCCCCC)OC1=C(C(=C(C=C1OCCCCCCCC)CC)CNC)CNC 1,1'-(2,3-dioctyloxy-5-ethyl-1,6-phenylene)-bis(N,N-dimethylamine)